2-(2,3-dihydrobenzo[b][1,4]dioxin-6-yl)-1H-benzo[d]imidazol-5-amine O1C2=C(OCC1)C=C(C=C2)C2=NC1=C(N2)C=CC(=C1)N